NCC(C)C1CN(CC(C1(F)F)C)C1=NC=C(C(=N1)NC=1C=C2C=C(C(N(C2=CC1)C)=O)OCC(=O)NC)Cl 2-((6-((2-(3-(1-Aminopropan-2-yl)-4,4-difluoro-5-methylpiperidin-1-yl)-5-chloropyrimidin-4-yl)amino)-1-methyl-2-oxo-1,2-dihydroquinolin-3-yl)oxy)-N-methylacetamide